cyclopropyl-2-fluoro-1'-((5-fluoro-2-methyl-3-oxo-8-(prop-1-yn-1-yl)-3,4-dihydroquinoxalin-6-yl)methyl)-1',2',3',6'-tetrahydro-[3,4'-bipyridine]-6-carboxamide C1(CC1)C1=C(C(=NC(=C1)C(=O)N)F)C=1CCN(CC1)CC=1C(=C2NC(C(=NC2=C(C1)C#CC)C)=O)F